COC1=CC=C(C=C1)CN1N=CC(=C1)C=1NC(C=2N(C1)N=CC2)=O 6-[1-[(4-methoxyphenyl)methyl]pyrazol-4-yl]-5H-pyrazolo[1,5-a]pyrazin-4-one